(1R,2S)-1-(2-chlorophenyl)-N2-(3,4-dimethylbenzyl)-N1-methylcyclohexane-1,2-diamine ClC1=C(C=CC=C1)[C@]1([C@H](CCCC1)NCC1=CC(=C(C=C1)C)C)NC